3-(2-(Aminomethyl)-3-((2-(5-((4,6-difluoro-1H-indol-5-yl)oxy)-2-fluorophenyl)-1H-imidazol-5-yl)methyl)phenyl)propanoic acid NCC1=C(C=CC=C1CC1=CN=C(N1)C1=C(C=CC(=C1)OC=1C(=C2C=CNC2=CC1F)F)F)CCC(=O)O